FC(OC1=CC=C(C=C1)C(C=CC1=C(C(=C(C(=C1OC)C)C(=O)OC(C)(C)C)C)OC)=O)(F)F 1-[4-trifluoromethoxyphenyl]-3-[3,5-dimethyl-4-tert-butoxycarbonyldimethoxyphenyl]prop-2-en-1-one